COC1=CC(=C(C=C1OC)[N+]#[C-])C#N 4,5-dimethoxy-2-cyanophenylisonitrile